2,4-dihydroxy-6-pentyl-3-(3,7,8-trimethylnona-2,6-dien-1-yl)benzoic acid OC1=C(C(=O)O)C(=CC(=C1CC=C(CCC=C(C(C)C)C)C)O)CCCCC